C(C)(C)(C)OC(=O)N1C=CC2=C(C(=CC(=C12)C)OC)C=O tert-butyl-4-formyl-5-methoxy-7-methyl-1H-indole-1-carboxylate